N,N-dimethyl-1-(2-methyl-7-nitro-2,3-dihydrobenzofuran-4-yl)piperidin-4-amine CN(C1CCN(CC1)C1=CC=C(C2=C1CC(O2)C)[N+](=O)[O-])C